2-[(2R)-2-methylpyrrolidin-2-yl]-1H-benzimidazole-4-carboxamide C[C@]1(NCCC1)C1=NC2=C(N1)C=CC=C2C(=O)N